4-(2-Iodoethoxy)-3,4-dimethoxycyclohex-2,5-dien-1-one ICCOC1(C(=CC(C=C1)=O)OC)OC